Cyclododecatriene C1C/C=C\CC/C=C\C/C=C\C1